3-[4-[(2-methoxyacetyl)amino]phenyl]-N-(6-methoxy-3-pyridyl)-N-methyl-pyrazolo[1,5-a]pyridine-5-carboxamide COCC(=O)NC1=CC=C(C=C1)C=1C=NN2C1C=C(C=C2)C(=O)N(C)C=2C=NC(=CC2)OC